Bis-(2,4-dichlorobenzoyl)peroxid ClC1=C(C(=O)OOC(C2=C(C=C(C=C2)Cl)Cl)=O)C=CC(=C1)Cl